N1=CC=CC(=C1)[C@@H]1N(C)CCC1 |o1:6| (R) or (S)-nicotine